1-[2-({1-[(naphthalen-1-yl)methyl]naphthalen-2-yl}oxy)ethyl]pyrrolidine C1(=CC=CC2=CC=CC=C12)CC1=C(C=CC2=CC=CC=C12)OCCN1CCCC1